2'-chloro-N-(5-((3-hydroxycyclopentyl)oxy)-1,3,4-thiadiazol-2-yl)-5'-methoxy-6-methyl-(4,4'-bipyridine)-3-carboxamide ClC1=NC=C(C(=C1)C1=C(C=NC(=C1)C)C(=O)NC=1SC(=NN1)OC1CC(CC1)O)OC